rac-N-[(3S,4R)-7-methyl-4-({[(1s,4S)-4-(2-methylphenyl)cyclohexyl]oxy}methyl)-6-oxo-1,3,4,6-tetrahydro-2H-quinolizin-3-yl]methanesulfonamide CC=1C(N2[C@H]([C@H](CCC2=CC1)NS(=O)(=O)C)COC1CCC(CC1)C1=C(C=CC=C1)C)=O |r|